FC=1C=CC=2N(C1C(C)NCCC(=O)N1CC3CCC(C1)N3C3=NC=C(C#N)C=C3)C=CN2 Racemic-6-(3-(3-((1-(6-fluoroimidazo[1,2-a]pyridin-5-yl)ethyl)amino)propanoyl)-3,8-diazabicyclo[3.2.1]octan-8-yl)nicotinonitrile